iodonium formamidine C(=N)N.[IH2+]